OCC1C(CCC2C(CCCC12C)(C)C)=O 1-(hydroxymethyl)-5,5,8a-trimethyloctahydronaphthalen-2(1H)-one